F[C@@H]1CN(CC[C@@H]1N(C(=O)NC=1C(N(C=C(C1)C(F)(F)F)C)=O)C)C=1C=C2C(=NC1)NN=C2OC2COC2 1-((3R,4S)-3-fluoro-1-(3-(oxetan-3-yloxy)-1H-pyrazolo[3,4-b]pyridin-5-yl)piperidin-4-yl)-1-methyl-3-(1-methyl-2-oxo-5-(trifluoromethyl)-1,2-dihydropyridin-3-yl)urea